COC1=C(C=CC(=C1)N1CCN(CC1)C)NC1=NC=2N(C(C(=NC2C=N1)C1=CC=CC=C1)=O)C=1C=C(C=CC1)NC(C=C)=O N-(3-(2-((2-methoxy-4-(4-methyl-1-piperazinyl)phenyl)amino)-7-Oxo-6-phenyl-8(7H)-pteridinyl)phenyl)acrylamide